4-[3-Cyano-5-(2,6-dichloro-3-fluoro-benzyl)-2-hydroxy-phenyl]-4-oxo-butyric acid C(#N)C=1C(=C(C=C(C1)CC1=C(C(=CC=C1Cl)F)Cl)C(CCC(=O)O)=O)O